4-(2-(((tert-butyldimethylsilyl)oxy)methyl)-4-methylthiazol-5-yl)-5-fluoro-N-(1-(methylsulfonyl)piperidin-4-yl)pyrimidin-2-amine [Si](C)(C)(C(C)(C)C)OCC=1SC(=C(N1)C)C1=NC(=NC=C1F)NC1CCN(CC1)S(=O)(=O)C